5-[2-fluoro-6-hydroxy-4-(1-isopentyl-4-piperidyl)phenyl]-1,1-dioxo-1,2,5-thiadiazolidin-3-one FC1=C(C(=CC(=C1)C1CCN(CC1)CCC(C)C)O)N1CC(NS1(=O)=O)=O